O=C1C=C(C2=C(N1)CCC2)C(=O)O oxo-2,5,6,7-tetrahydro-1H-cyclopenta[B]pyridine-4-carboxylic acid